FC=1C2=C(C(=NC1)C1=CC=C(C(=O)NC34CCC(CC3)(CC4)O)C=C1)C=CN2 4-(7-Fluoro-1H-pyrrolo[3,2-c]pyridin-4-yl)-N-(4-hydroxybicyclo[2.2.2]octan-1-yl)benzamide